ethyl 2,4-dichloro-5,6-dimethyl-pyridine-3-carboxylate ClC1=NC(=C(C(=C1C(=O)OCC)Cl)C)C